4,4-Difluorocyclohexyl (1-hydroxy-7-methyl-1,3-dihydrobenzo[c][1,2]oxaborole-6-carbonyl)-L-valinate OB1OCC2=C1C(=C(C=C2)C(=O)N[C@@H](C(C)C)C(=O)OC2CCC(CC2)(F)F)C